FC(OC1=CC=C2C=NNC2=C1)(F)F 6-(trifluoromethoxy)-1H-indazole